tert-butyl (cis)-4-[7-([8-fluoro-2-methylimidazo[1,2-a]pyridin-6-yl]carbamoyl)-2-methylindazol-4-yl]-2,6-dimethylpiperidine-1-carboxylate FC=1C=2N(C=C(C1)NC(=O)C1=CC=C(C3=CN(N=C13)C)C1CC(N(C(C1)C)C(=O)OC(C)(C)C)C)C=C(N2)C